N[C@@H](CCC(=O)OC)C1=CC=C(C=C1)Cl methyl (S)-4-amino-4-(4-chlorophenyl)butanoate